(R)-5-(4-chloro-2-fluorophenyl)-7-(2-(3-methoxyphenyl)morpholino)-2,3-dimethylpyrido[4,3-d]pyrimidin-4(3H)-one ClC1=CC(=C(C=C1)C1=NC(=CC=2N=C(N(C(C21)=O)C)C)N2C[C@H](OCC2)C2=CC(=CC=C2)OC)F